OC(CC1=C(C(=O)OO)C=CC(=C1)C(=O)[O-])O hydroxyl (dihydroxyethyl terephthalate)